4-amino-5-fluoro-2-methylbenzoic acid methyl ester COC(C1=C(C=C(C(=C1)F)N)C)=O